N-(heptacosanoyl)-4R-hydroxysphinganine C(CCCCCCCCCCCCCCCCCCCCCCCCCC)(=O)N[C@H](CO)[C@H](O)C(CCCCCCCCCCCCCC)O